C1(=CC=CC2=CC=CC=C12)NC1=CC=C(C=C1)B(O)O 4-(1-naphthylamino)phenylboronic acid